1-(4-(3-amino-6-chloropyridazin-4-yl)phenyl)piperidin-4-one NC=1N=NC(=CC1C1=CC=C(C=C1)N1CCC(CC1)=O)Cl